CC1=C(C=CC=C1CCCOP1OC2=C(C3=C(O1)C(=CC(=C3)C(C)(C)C)C(C)(C)C)C=C(C=C2C(C)(C)C)C(C)(C)C)O 2-methyl-3-{[(2,4,8,10-tetra-tert-butyldibenzo[d,f][1,3,2]dioxaphosphepin-6-yl)oxy]propyl}phenol